C(C1=CC=CC=C1)OC(C(COC(=O)OC(C)N1N=C(C(=N1)C#N)C1=CC(=CC(=C1)C1=NC=CC(=N1)C(F)(F)F)C)(C)C)=O 3-(1-{4-cyano-5-[3-methyl-5-(4-trifluoromethylpyrimidin-2-yl)-phenyl]-2H-[1,2,3]triazol-2-yl}-ethoxycarbonyloxy)-2,2-dimethyl-propionic acid benzyl ester